C(C)(=O)N1CC=2N(CC1)C(=NC2C=2C=CC=C1C=C(N=CC21)C=2C=CC(=NC2)C(=O)NCC2=NC=CC(=C2)C2=C1CN(C(C1=CC=C2)=O)C2C(NC(CC2)=O)=O)CC 5-(8-(7-acetyl-3-ethyl-5,6,7,8-tetrahydroimidazo[1,5-a]pyrazin-1-yl)isoquinolin-3-yl)-N-((4-(2-(2,6-dioxopiperidin-3-yl)-1-oxoisoindolin-4-yl)pyridin-2-yl)methyl)picolinamide